diethyl (2-methylphenylmethylene)malonate CC1=C(C=CC=C1)C=C(C(=O)OCC)C(=O)OCC